FC1=CC=C(C=C1)C1=NCCC2=CC=CC=C12 (S)-1-(4-fluorophenyl)-3,4-dihydro-isoquinolin